N-(3-carbamoyloxetan-3-yl)-5-((2-methoxypyridin-3-yl)methoxy)-2-methylbenzofuran C(N)(=O)C1(COC1)N1C(C(=CC=C1)COC=1C=CC2=C(C=C(O2)C)C1)OC